2-(4-{[(1s,3s)-3-hydroxy-3-(trifluoromethyl)cyclobutyl]amino}pyrrolo[1,2-d][1,2,4]triazin-1-yl)-5-(trifluoromethyl)phenol OC1(CC(C1)NC1=NN=C(C=2N1C=CC2)C2=C(C=C(C=C2)C(F)(F)F)O)C(F)(F)F